N1(CCOCC1)CCN1CCOCC1 1,2-dimorpholylethan